5-((2-(1H-indol-3-yl)ethyl)amino)-3-amino-N-carbamimidoyl-6-(2-(4-(pyridin-2-yl)piperazin-1-yl)pyrimidin-5-yl)pyrazine-2-carboxamide hydrochloride Cl.N1C=C(C2=CC=CC=C12)CCNC=1N=C(C(=NC1C=1C=NC(=NC1)N1CCN(CC1)C1=NC=CC=C1)C(=O)NC(N)=N)N